N1(CCNCC1)C1=CC=C(OC2=NC(=NC(=C2)C2C(C2(C)C)(C)C)NS(=O)(=O)C2=CC=CC=C2)C=C1 N-[4-(4-piperazin-1-ylphenoxy)-6-(2,2,3,3-tetramethylcyclopropyl)pyrimidin-2-yl]benzenesulfonamide